(R)-5-(3-(but-2-ynamido)piperidin-1-yl)-2,3-dioxo-1,2,3,4-tetrahydropyrido[3,4-b]pyrazine-8-carboxamide C(C#CC)(=O)N[C@H]1CN(CCC1)C1=NC=C(C2=C1NC(C(N2)=O)=O)C(=O)N